FC=1C=C2C=C(NC2=CC1F)C(=O)N([C@@H](C)C1=CNC(C2=CC=CC=C12)=O)C (S)-5,6-difluoro-N-methyl-N-(1-(1-oxo-1,2-dihydroisoquinolin-4-yl)ethyl)-1H-indole-2-carboxamide